4-(((3R,4S)-4-((4-chloro-phenyl)sulfonyl)-3-hydroxy-3-(hydroxymethyl)pyrrolidin-1-yl)sulfonyl)-3-fluorobenzonitrile ClC1=CC=C(C=C1)S(=O)(=O)[C@@H]1[C@@](CN(C1)S(=O)(=O)C1=C(C=C(C#N)C=C1)F)(CO)O